C(C)(=O)C1=NN(C2=CC=C(C=C12)C1=NC2=C(N1)C=CC=C2)CC(=O)OC(C)(C)C tert-Butyl 2-(3-acetyl-5-(1H-benzo[d]imidazol-2-yl)-1H-indazol-1-yl)acetate